2-[1-(2,6-diisopropylphenylimino)ethyl]-1-(2,6-diisopropylphenylimino)cyclohexane C(C)(C)C1=C(C(=CC=C1)C(C)C)N=C(C)C1C(CCCC1)=NC1=C(C=CC=C1C(C)C)C(C)C